ClC1=CC(=C(COC2=NC=3CN(CCC3C=C2C(F)(F)F)CC2=NC3=C(N=NC(=C3)C#N)N2C[C@H]2OCC2)C=C1)F (S)-6-((2-((4-chloro-2-fluorobenzyl)oxy)-3-(trifluoromethyl)-5,8-dihydro-1,7-naphthyridin-7(6H)-yl)methyl)-7-(oxetan-2-ylmethyl)-7H-imidazo[4,5-c]pyridazine-3-carbonitrile